4-(5-methyl-1H-indazol-4-yl)-7-(1-methyl-1H-pyrazol-5-yl)-2-(2-(2-propenoyl)-2,6-diazaspiro[3.4]octan-6-yl)-3-quinolinecarbonitrile CC=1C(=C2C=NNC2=CC1)C1=C(C(=NC2=CC(=CC=C12)C1=CC=NN1C)N1CC2(CN(C2)C(C=C)=O)CC1)C#N